[Cl-].COC=1C=C2C3=C(NC2=CC1)[C@@H]1[C@@H]2[NH+](CC3)C[C@@H](C2)C1 (2R,12S,12aR)-8-methoxy-2,3,4,5,6,11,12,12a-octahydro-1H-2,12-methanopyrrolo[1',2':1,2]azepino[4,5-b]indol-4-ium Chloride